N-PROPYL-AZETIDIN C(CC)N1CCC1